6-chloro-1-methyl-2-(4-methylsulfonylphenyl)pyrrolo[3,2-c]pyridine-4-carboxylic acid ClC1=CC2=C(C(=N1)C(=O)O)C=C(N2C)C2=CC=C(C=C2)S(=O)(=O)C